3-(4-fluoro-2-methyl-phenoxy)-6-(trifluoromethyl)pyridazine-4-carboxylic acid methyl ester COC(=O)C1=C(N=NC(=C1)C(F)(F)F)OC1=C(C=C(C=C1)F)C